COC1=CC=C(C=C1)CN(S(=O)(=O)CC(=O)OC)CC1=CC=C(C=C1)OC methyl 2-[bis[(4-methoxyphenyl)methyl] sulfamoyl]acetate